C(C(=C)C)(=O)OCC(COCCOCC(COC(C(=C)C)=O)O)O 1,2-bis(3-methacryloyloxy-2-hydroxypropyloxy)ethane